(2,6-Dimethyl-4-morpholin-4-yl-phenyl)-carbamic acid benzyl ester C(C1=CC=CC=C1)OC(NC1=C(C=C(C=C1C)N1CCOCC1)C)=O